1,2-dithianoyl-sn-glycero-3-phosphocholine S1SC(CCC1)C(=O)C(OP(OC[C@@H](CO)O)(=O)[O-])C[N+](C)(C)C